butyl 4-(N-isopropylsulfamoyl)piperidine-1-carboxylate C(C)(C)NS(=O)(=O)C1CCN(CC1)C(=O)OCCCC